NC1=NN2C(N=C(C=C2)C=2C=C3CN(C(C3=C(C2)NS(=O)(=O)C)=O)[C@H](C(F)(F)F)CC)=C1C(=O)NC1CCC(CC1)(C)O 2-amino-5-{7-methanesulfonamido-1-oxo-2-[(2S)-1,1,1-trifluorobutan-2-yl]-2,3-dihydro-1H-isoindol-5-yl}-N-[trans-4-hydroxy-4-methylcyclohexyl]pyrazolo[1,5-a]pyrimidine-3-carboxamide